CC1=C(OC(C(=O)O)(C)C)C(=CC(=C1)N1CCN(CC1)C1=CC=C(C=C1)C(F)(F)F)C 2-(2,6-Dimethyl-4-(4-(4-(trifluoromethyl)phenyl)piperazin-1-yl)phenoxy)-2-methylpropanoic acid